N-(1-methyl-1H-pyrazol-4-yl)-5-(3-methylimidazo[1,2-a]pyrimidin-6-yl)pyrrolo[2,1-f][1,2,4]triazin-2-amine CN1N=CC(=C1)NC1=NN2C(C=N1)=C(C=C2)C=2C=NC=1N(C2)C(=CN1)C